C(C)(=O)O[C@H]1[C@@H](O[C@]([C@H]1OCC1=CC=CC=C1)(C=C(C)C)COCC1=CC=CC=C1)N1C2=NC(=NC(=C2N=C1)N)F (2R,3R,4S,5R)-2-(6-amino-2-fluoro-9H-purin-9-yl)-4-(benzyloxy)-5-((benzyloxy)methyl)-5-(2-methylprop-1-en-1-yl)tetrahydrofuran-3-yl acetate